C1(CC1)N(C1=NC=NC(=C1F)NCC1CCOCC1)CC1=CC=C(C=C1)C(F)(F)F N4-cyclopropyl-5-fluoro-N6-(tetrahydropyran-4-ylmethyl)-N4-[[4-(trifluoromethyl)phenyl]methyl]pyrimidine-4,6-diamine